O=C1C=C(CCN1C(=O)OC(C)(C)C)OS(=O)(=O)C(F)(F)F tert-butyl 6-oxo-4-(((trifluoromethyl) sulfonyl)oxy)-3,6-dihydropyridine-1(2H)-carboxylate